N=C1C=NC(S1)=O imino-thiazolinone